bis(triethoxy propyl) tetrasulfide C(C)OC(CCSSSSCCC(OCC)(OCC)OCC)(OCC)OCC